OC=1C=CC2=C(SC(=C2C(=O)C2=CC=C(OC3CCN(CC3)C(C=C)=O)C=C2)C2=CC=C(C=C2)O)C1 1-(4-(4-(6-hydroxy-2-(4-hydroxyphenyl)benzo[b]thiophene-3-carbonyl)phenoxy)piperidin-1-yl)prop-2-en-1-one